methyl 7-(chlorocarbonyl)-2-naphthoate ClC(=O)C1=CC=C2C=CC(=CC2=C1)C(=O)OC